allyl-cytosine C(C=C)NC1=NC(NC=C1)=O